tert-butyl (S)-(2-oxo-2-(((1-((6-(trifluoromethyl)pyridin-3-yl)methyl)-1H-pyrazol-4-yl)methyl)(4,7,8-trimethyl-6-oxo-5,6,7,8-tetrahydropteridin-2-yl)amino)ethyl)carbamate O=C(CNC(OC(C)(C)C)=O)N(C1=NC=2N([C@H](C(NC2C(=N1)C)=O)C)C)CC=1C=NN(C1)CC=1C=NC(=CC1)C(F)(F)F